CC(C)N1C2=CC=CC=C2C(=C1/C=C/[C@@H](C[C@@H](CC(=O)[O-])O)O)C3=CC=C(C=C3)F The molecule is a monocarboxylic acid anion resulting from the removal of a proton from the carboxy group of (3S,5R)-fluvastatin. It is a conjugate base of a (3S,5R)-fluvastatin. It is an enantiomer of a (3R,5S)-fluvastatin(1-).